7-(5-(1-(1-(4-fluorophenyl)ethyl)-1H-pyrazol-4-yl)pyridazin-3-yl)-[1,2,4]triazolo[1,5-a]pyridin-2-amine FC1=CC=C(C=C1)C(C)N1N=CC(=C1)C=1C=C(N=NC1)C1=CC=2N(C=C1)N=C(N2)N